COC1=CC(=NC=C1C(=O)NCC1=CC=C(C=C1)C(F)(F)F)N1N=CC=C1 4-Methoxy-6-(1H-pyrazol-1-yl)-N-(4-(trifluoromethyl)benzyl)nicotinamide